6-chloro-N-cyclohexyl-2-(3-methyl-1,2,4-thiadiazol-5-yl)pyrimidin-4-amine ClC1=CC(=NC(=N1)C1=NC(=NS1)C)NC1CCCCC1